C1(CC1)NS(=O)(=O)C1=C(C=C(C=C1CCCCC)OC)OC N-cyclopropyl-2,4-dimethoxy-6-pentyl-benzenesulfonamide